tetraeicosenoic acid C(C=CCCCCCCCCCCCCCCCCCCCCC)(=O)O